tert-butyl 2-(3-hydroxy-3-methyl-cyclobutyl)acetate OC1(CC(C1)CC(=O)OC(C)(C)C)C